NC=1C(=NC(=C(N1)F)C1=C(C(=C(C=C1)N1CCOCC1)CN(C)CC)F)C=1C=C2CCNC(C2=C(C1)F)=O 6-(3-amino-6-(3-((ethyl(methyl)amino)methyl)-2-fluoro-4-morpholinophenyl)-5-fluoropyrazin-2-yl)-8-fluoro-3,4-dihydroisoquinolin-1(2H)-one